2-(4-(difluoromethylene)piperidin-1-yl)-4-(2-hydroxyethanesulfonylamino)-N-(7,8,9,10-tetrahydro-6H-benzo[4,5]imidazo[1,2-a]azepin-4-yl)benzamide FC(=C1CCN(CC1)C1=C(C(=O)NC2=CC=CC3=C2N=C2N3CCCCC2)C=CC(=C1)NS(=O)(=O)CCO)F